2-{3-[(3R)-3-(tert-butylamino)pyrrolidin-1-yl]-1,2,4-triazin-6-yl}-5-(7-methoxy-2-methyl-2H-indazol-5-yl)pyridin-3-ol C(C)(C)(C)N[C@H]1CN(CC1)C=1N=NC(=CN1)C1=NC=C(C=C1O)C1=CC2=CN(N=C2C(=C1)OC)C